α,α,α-trifluoro-m-tolyl isocyanate FC(C1=CC(=CC=C1)N=C=O)(F)F